3-(3-cyano-2-methylphenoxy)-2,2-dimethylpropionic acid methyl ester COC(C(COC1=C(C(=CC=C1)C#N)C)(C)C)=O